FC1=NC(=CC=C1N1CCN(CC1)CC=1C(=C2NC(C=3N(C2=CC1)N=CC3F)=O)F)C(NCC)=O 7-((4-(2-fluoro-6-(ethylcarbamoyl)pyridin-3-yl)piperazin-1-yl)methyl)-3,6-difluoropyrazolo[1,5-a]quinoxalin-4(5H)-one